C(#N)C=1C=CC(=C2N=CC=NC12)N1C[C@@H](C[C@@H](C1)C)NC([C@H](C(C)C)O)=O (S)-N-((3R,5S)-1-(8-cyanoquinoxalin-5-yl)-5-methylpiperidin-3-yl)-2-hydroxy-3-methylbutanamide